N-(azetidin-3-ylmethyl)-N-(2-methoxyethyl)cyclopropanamine dihydrochloride Cl.Cl.N1CC(C1)CN(C1CC1)CCOC